FC(C1N(SOC1)C(=O)OC(C)(C)C)(F)F tert-butyl 4-(trifluoromethyl)-1,2,3-oxathiazolidine-3-carboxylate